B(O)OC([C@@H](N)CC(C)C)=O L-leucine boronic anhydride